2-(2-hydroxy-5-(methylamino)phenyl)-N,N-dimethylacetamide OC1=C(C=C(C=C1)NC)CC(=O)N(C)C